C(C)(C)(C)N(C(=O)OC(C)(C)C1=CC2=CC=CC=C2C=C1C1=NC=CC2=CC(=CC=C12)CC(C)C)[C@@H](CO)CCCO[Si](C1=CC=CC=C1)(C1=CC=CC=C1)C(C)(C)C 2-(3-(6-isobutylisoquinolin-1-yl)naphthalen-2-yl)propan-2-ol tert-butyl-(R)-(5-((tert-butyldiphenylsilyl)oxy)-1-hydroxypentan-2-yl)carbamate